OC=1SC=C(N1)C=1N=NN(C1)[C@@H]1[C@H]([C@@H](O[C@@H]([C@@H]1O)CO)C1=NN=CN1C1=CC2=C(N=C(S2)C)C=C1)O 6-{3-{3-Deoxy-3-[4-(2-hydroxythiazol-4-yl)-1H-1,2,3-triazol-1-yl]-β-D-galactopyranosyl}-4H-1,2,4-triazol-4-yl}-2-methylbenzothiazole